5-{2-amino-[1,2,4]triazolo[1,5-a]pyridin-7-yl}-N-[(3S)-3-(4-chlorophenyl)-3-hydroxypropyl]-2-methyl-pyridine-3-carboxamide NC1=NN2C(C=C(C=C2)C=2C=C(C(=NC2)C)C(=O)NCC[C@H](O)C2=CC=C(C=C2)Cl)=N1